CC1=C(C=CC(=C1)C(=O)O)C1=C(C(=C(C=C1)OC)F)CN.N(=O)N1[C@@H](CCC1)C(=O)O N-nitrosoproline methyl-2'-(aminomethyl)-3'-fluoro-4'-methoxy-[1,1'-biphenyl]-4-carboxylate